CC1(C2=CC(=CC=C2C=2C=CC(=CC12)N1C2=CC=C(C=C2C=2C=C(C=CC12)C)C)B1OC(C(O1)(C)C)(C)C)C 9-(9,9-dimethyl-7-(4,4,5,5-tetramethyl-1,3,2-dioxaborolan-2-yl)-9H-fluoren-2-yl)-3,6-dimethyl-9H-carbazole